[Ta].[Pt].ClC1=C(C=CC(=C1)Cl)C=CC=O 3-(2,4-dichlorophenyl)prop-2-en-1-one platinum-tantalum